tert-butyl N-ethyl-N-[7-(4-methyl-6-propanoylpyridin-3-yl)-2,6-naphthyridin-3-yl]carbamate C(C)N(C(OC(C)(C)C)=O)C=1N=CC2=CC(=NC=C2C1)C=1C=NC(=CC1C)C(CC)=O